tert-butyl ((4-(6,7-dimethoxyquinazolin-4-yl)-2,3,6,7-tetrahydro-1H-azepin-1-yl)sulfonyl)carbamate COC=1C=C2C(=NC=NC2=CC1OC)C=1CCN(CCC1)S(=O)(=O)NC(OC(C)(C)C)=O